FC1=C(C=C(C2=C1C=CO2)F)CC(C)NC 1-(4,7-difluorobenzofuran-5-yl)-N-methylpropan-2-amine